NCCCN1C(CC(C1)C1=C(C(=CC=C1OCOCC[Si](C)(C)C)Cl)Cl)=O 1-(3-aminopropyl)-4-(2,3-dichloro-6-((2-(trimethylsilyl)ethoxy)methoxy)phenyl)pyrrolidin-2-one